3-(aminomethyl)-N-(3-fluorophenyl)-1H-pyrazole-5-carboxamide NCC1=NNC(=C1)C(=O)NC1=CC(=CC=C1)F